N-(2-(4-chloro-1H-indol-3-yl)ethyl)-4-fluoro-2-((3,4,5-trimethoxyphenyl)amino)benzamide ClC1=C2C(=CNC2=CC=C1)CCNC(C1=C(C=C(C=C1)F)NC1=CC(=C(C(=C1)OC)OC)OC)=O